COC1=C(CNC2=NC=CC(=C2)NC(CO)(CCCC)C)C=CC(=C1)OC 2-((2,4-dimethoxybenzyl)amino)-4-((1-hydroxy-2-methylhexan-2-yl)amino)pyridine